NC=1C=2N(C3=CC(=C(C=C3N1)Cl)C(=O)N(CC1=NC=C(C=C1)C(F)(F)F)CC1CC1)C(=NC2)C 4-amino-7-chloro-N-(cyclopropylmethyl)-1-methyl-N-((5-(trifluoromethyl)pyridin-2-yl)methyl)imidazo[1,5-a]quinoxaline-8-carboxamide